COC(C(CC1=NN(C=C1)CC1=CC=C(C=C1)OC)O)=O 2-hydroxy-3-(1-(4-methoxybenzyl)-1H-pyrazol-3-yl)propionic acid methyl ester